COC1=C(C=CC=C1)[C@H]1CC(C=2[C@@H](C(=C(NC2C1)C)C(=O)OC)C1=CC=CC=C1)=O methyl (4S,7R)-7-(2-methoxyphenyl)-2-methyl-5-oxo-4-phenyl-1,4,5,6,7,8-hexahydroquinoline-3-carboxylate